O1C=C(C=C1)/C=C/[C@H](C)C=1C=NC=C(C1)C1=CC=CC=C1 (S,E)-3-(4-(furan-3-yl)but-3-en-2-yl)-5-phenylpyridine